FCCN1N=CC=C1C=1C=2N(N=C(C1)N1[C@@H](COCC1)C)C(=NC2)C2=CC=NN2 (R)-4-(4-(1-(2-fluoroethyl)-1H-pyrazol-5-yl)-7-(1H-pyrazol-5-yl)imidazo[1,5-b]pyridazin-2-yl)-3-methylmorpholine